7-(5-(5-(4-aminobicyclo[2.2.2]octan-1-yl)-1,3,4-thiadiazol-2-yl)-4-(methylamino)pyridin-2-yl)pyrrolo[1,2-b]pyridazine-3-carbonitrile NC12CCC(CC1)(CC2)C2=NN=C(S2)C=2C(=CC(=NC2)C2=CC=C1N2N=CC(=C1)C#N)NC